3-[(5-tert-Butyl-4,6-dichloro-pyrimidin-2-yl)sulfamoyl]benzoic acid C(C)(C)(C)C=1C(=NC(=NC1Cl)NS(=O)(=O)C=1C=C(C(=O)O)C=CC1)Cl